8-(tert-butyl) 3-methyl 8-azabicyclo[3.2.1]octane-3,8-dicarboxylate C12CC(CC(CC1)N2C(=O)OC(C)(C)C)C(=O)OC